CN(S(=O)(=O)C1=C(C(=O)[O-])C(=C(C(=C1F)F)F)F)C (N,N-dimethylsulfamoyl)-3,4,5,6-tetrafluorobenzoate